C(C)(C)(C)OC(=O)N1CCN(CCC1)CCC(CCCO)OCC1=CC=CC=C1 4-[3-(benzyloxy)-6-hydroxyhexyl]-1,4-diazacycloheptane-1-carboxylic acid tert-butyl ester